4-(diphenylamino)phenyl-2-hydroxyacetophenone C1(=CC=CC=C1)N(C1=CC=C(C=C1)C(C(=O)C1=CC=CC=C1)O)C1=CC=CC=C1